(R)-N-methyl-N-((1-methylaziridin-2-yl)sulfonyl)glycine CN(CC(=O)O)S(=O)(=O)C1[N@@](C1)C